NC1=CC=C(C=C1)SC1=CC(=C(C=C1)N)CC 4-((4-aminophenyl)thio)-2-ethylbenzenamine